(R)-1-(((3-bromoquinolin-2-yl)methyl)amino)butan-2-ol tert-butyl-3-(3-fluoro-5-methoxy-1,6-naphthyridin-7-yl)-2,5-dihydro-1H-pyrrole-1-carboxylate C(C)(C)(C)C1N(CC=C1C1=NC(=C2C=C(C=NC2=C1)F)OC)C(=O)O[C@@H](CNCC1=NC2=CC=CC=C2C=C1Br)CC